FC1=CC=2N(C=C1)C(=CN2)C2=C1CNC(C1=C(C=C2)NC2=NC=C(C=C2)[C@H](C)N2CCC(CC2)O)=O (S)-4-(7-fluoroimidazo[1,2-a]pyridin-3-yl)-7-((5-(1-(4-hydroxypiperidin-1-yl)ethyl)pyridin-2-yl)amino)isoindolin-1-one